C(C)(C)(C)NCCCCCCN N-(tert-butyl)hexane-1,6-diamine